2-bromo-3'-methoxyacetophenone BrCC(=O)C1=CC(=CC=C1)OC